FCCOC1=CC=C(N)C=C1 4-(2-fluoroethoxy)aniline